C(CC)[Si](OCC)(CCC)CCC Trin-propyl-monoethoxysilane